(S)-2-methyl-5-(2-methylpiperazin-1-yl)-1,3,4-oxadiazole hydrochloride Cl.CC=1OC(=NN1)N1[C@H](CNCC1)C